N1C(=CC=2C=NC=CC21)CNC(=O)[C@@H]2CC(C=1N2C(C(=NC1)NCC1=CC=CC=C1)=O)(C)C (S)-N-((1H-pyrrolo[3,2-c]pyridin-2-yl)methyl)-3-(benzylamino)-8,8-dimethyl-4-oxo-4,6,7,8-tetrahydropyrrolo[1,2-a]pyrazine-6-carboxamide